ClC1=CC=C(C=C1)C(C(=O)NN1C(=NC2=CC(=CC=C2C1=O)C(F)(F)F)C(C)C)C 2-(4-Chloro-phenyl)-N-(2-isopropyl-4-oxo-7-trifluoromethyl-4H-quinazolin-3-yl)-propionamide